[N+](=O)([O-])C1=C(C=C(C=C1)C1C(C1)C(=O)OC)NC[C@H]1OCC1 methyl 2-(4-nitro-3-((((S)-oxetan-2-yl)methyl)amino)phenyl)cyclopropane-1-carboxylate